FC1=C(C=CC=C1)S(=O)(=NC1=CC=C(C=C1)C1=NOC(=N1)C(F)(F)F)C (2-fluorophenyl)(methyl)((4-(5-(trifluoromethyl)-1,2,4-oxadiazol-3-yl)phenyl)imino)-λ6-sulfanone